C1(=CC(=CC(=C1)N)N)N benzene-1,3,5-trisyl-triamine